2-cyclopentyl-2H-pyrazole-3-carboxylic acid ethyl ester C(C)OC(=O)C=1N(N=CC1)C1CCCC1